N1(CCOCC1)C1=NC(=NC(=N1)C=1SC(=CC1)CN1CCOCC1)C1=CC=C(C=C1)NC(=O)NN1C=NN=C1 1-(4-(4-morpholinyl-6-(5-(morpholinylmethyl)thiophen-2-yl)-1,3,5-triazin-2-yl)phenyl)-3-(4H-1,2,4-triazol-4-yl)urea